1-isopropylamino-3-(1-naphthyloxy)-2-propanol C(C)(C)NCC(COC1=CC=CC2=CC=CC=C12)O